dipentene acrylate C(C=C)(=O)O.C=CCCC.C=CCCC